C1(CC1)C1=C(C=CC(=C1)F)CO (2-cyclopropyl-4-fluorophenyl)methanol